CC1CCC2=C(C(N1C=1C=NN(C1)C)=O)NC=C2 6-methyl-7-(1-methyl-1H-pyrazol-4-yl)-1H,4H,5H,6H,7H,8H-pyrrolo[2,3-c]azepin-8-one